[C@H]12CN(C[C@H](CC1)N2)C2=NC(=NC1=C(C(=C(C=C21)[N+](=O)[O-])C2=CC(=CC1=CC=C(C(=C21)C#C)F)O)F)OCC2(CC2)CN2CCOCC2 4-(4-((1r,5s)-3,8-diazabicyclo[3.2.1]oct-3-yl)-8-fluoro-2-((1-(morpholinomethyl)cyclopropyl)methoxy)-6-nitroquinazolin-7-yl)-5-ethynyl-6-fluoronaphthalen-2-ol